ClC1=C(C=CC(=C1)C)[C@@H](C)NC1=CC(=NC=2N1N=CN2)N2CCC(CC2)[C@@H]2CN(CCC2)C2CC(C2)(C(=O)O)C (1R,3r)-3-((R)-1'-(7-(((R)-1-(2-chloro-4-methylphenyl)ethyl)amino)-[1,2,4]triazolo[1,5-a]pyrimidin-5-yl)-[3,4'-bipiperidin]-1-yl)-1-methylcyclobutane-1-carboxylic acid